3-cyclopropyl-8-methylsulfonyl-4-nitroso-1,3-dihydroquinoxalin-2-one C1(CC1)C1C(NC2=C(C=CC=C2N1N=O)S(=O)(=O)C)=O